BrC1=CN=C(S1)N1CCC(CC1)(F)F 5-bromo-2-(4,4-difluoropiperidin-1-yl)thiazole